C(=C1[C@@H]2[C@H](N[C@H](C1)CC2)C(=O)N2CC1(C2)CN(C1)C1=C2C(=NC=C1C(F)(F)F)SC(=C2)CC(F)(F)F)([2H])[2H] [(1S,3S,4R)-5-(2H2)methylidene-2-azabicyclo[2.2.2]octan-3-yl]-{6-[2-(2,2,2-trifluoroethyl)-5-(trifluoromethyl)thieno[2,3-b]pyridin-4-yl]-2,6-diazaspiro[3.3]heptane-2-yl}methanone